((2r,3r,4s,5r,6r)-3,5-dihydroxy-2-(hydroxymethyl)-4-(4-(3,4,5-trifluorophenyl)-1H-1,2,3-triazol-1-yl)-1-oxa-8-azaspiro[5.5]undecan-8-yl)(pyridin-3-yl)methanone O[C@H]1[C@H](O[C@@]2([C@@H]([C@H]1N1N=NC(=C1)C1=CC(=C(C(=C1)F)F)F)O)CN(CCC2)C(=O)C=2C=NC=CC2)CO